(4-cyclopropyl-6-methoxypyrimidin-5-yl)-9-(4-(1-methyl-4-(trifluoromethyl)-1H-imidazol-2-yl)benzyl)-9H-pyrimido[4,5-b]indole C1(CC1)C1=NC=NC(=C1C=1N=CC2=C(N(C3=CC=CC=C23)CC2=CC=C(C=C2)C=2N(C=C(N2)C(F)(F)F)C)N1)OC